3-(3-(((R)-2-ethyl-2,3-dihydro-[1,4]oxazepino[7,6-g]quinolin-4(5H)-yl)methyl)-4-methylphenyl)-2,2-dimethyl-3-(1-methyl-1H-benzo[d][1,2,3]triazol-5-yl)propionic acid C(C)[C@H]1OC2=CC=3C=CC=NC3C=C2CN(C1)CC=1C=C(C=CC1C)C(C(C(=O)O)(C)C)C1=CC2=C(N(N=N2)C)C=C1